1,3-cyclohexadienyl chloroformate ClC(=O)OC1=CC=CCC1